(2S,6R)-1,2,6-trimethyl-4-((S)-1-(4-(4,4,5,5-tetramethyl-1,3,2-diOxaborolan-2-yl)pyridine-2-yl)ethyl)piperazine CN1[C@H](CN(C[C@H]1C)[C@@H](C)C1=NC=CC(=C1)B1OC(C(O1)(C)C)(C)C)C